4-(1-(but-2-ynoyl)octahydro-6H-pyrrolo[3,4-b]pyridin-6-yl)-3-chloro-5-fluoro-2-methyl-1H-indole-7-carboxamide C(C#CC)(=O)N1C2C(CCC1)CN(C2)C2=C1C(=C(NC1=C(C=C2F)C(=O)N)C)Cl